C1(=CC=C2C=CC3=CC=CC4=CC=C1C2=C34)C3=CC(=CC(=C3)C3=CC=C4C=CC2=CC=CC1=CC=C3C4=C21)C2=CC=C1C=CC4=CC=CC3=CC=C2C1=C43 1,3,5-Tri-(pyren-1-yl)-benzene